FC(OC1=CC=C(C=C1)N1N=C(C=C1C(F)(F)F)C1CCN(CC1)C(=O)OC(C)(C)C)(F)F tert-butyl 4-[1-[4-(trifluoromethoxy)phenyl]-5-(trifluoromethyl)pyrazol-3-yl]piperidine-1-carboxylate